ClC1=NC(=NN2C1=C(C(=C2)C2=NN(C=C2)C)C)C=2N(C=CN2)C 4-Chloro-5-methyl-2-(1-methyl-1H-imidazol-2-yl)-6-(1-methyl-1H-pyrazol-3-yl)pyrrolo[2,1-f][1,2,4]triazine